(E)-N-(1-(4-chloro-2,3-difluorophenyl)ethylidene)-2-methylpropane-2-sulfinamide ClC1=C(C(=C(C=C1)\C(\C)=N\S(=O)C(C)(C)C)F)F